FC=1C=C2C=NN(C2=CC1C=1C=2C(=NN(C2C=CC1)CC(=O)NCC(=O)NCC(=O)OC)N(C1=CC=CC=C1)C)C methyl 2-[2-(2-{5'-fluoro-1'-methyl-3-[methyl(phenyl)amino]-[4,6'-biindazol]-1-yl}acetamido)acetamido]acetate